1,3-propylene glycol monoethyl ether C(C)OCCCO